C(C)N1C(C2=CC=C(C=C2C1(C)C)NC1=NC=C(C(=C1)N[C@H](CO)C1=CC=CC=C1)C=1OC(=NN1)C1=NC=CC=C1)=O (S)-2-ethyl-5-((4-((2-hydroxy-1-phenylethyl)amino)-5-(5-(pyridin-2-yl)-1,3,4-oxadiazol-2-yl)pyridin-2-yl)amino)-3,3-dimethylisoindolin-1-one